C(=O)=S.[S] sulfur (carbonyl-sulfur)